C(C)(C)(C)OC(=O)C(CCC[C@H](N)C(=O)O)N epsilon-(t-butyloxycarbonyl)-lysine